N1C=NC(=C1)CCNC(=O)CCCC(=O)O 4-[2-(1H-imidazol-4-yl)-ethylcarbamoyl]-butanoic acid